FC(C(=O)N1CCC2=C(CC1)C1=C(O2)C=CC(=C1)O)(F)F N-(trifluoroacetyl)9-hydroxy-2,3,4,5-tetrahydro-1H-benzofuro[2,3-d]azepine